Trans-Caffeoyl-tartaric acid C(\C=C\C1=CC(O)=C(O)C=C1)(=O)C(C(=O)O)(O)C(O)C(=O)O